C(C)OC(C=CC(=O)N1CCN(CC1)C=1N=CC2=C(N1)N(C=C(C2=O)C(=O)O)CC)=O 2-(4-(4-ethoxy-4-oxobut-2-enoyl)piperazin-1-yl)-8-ethyl-5-oxo-5,8-dihydropyrido[2,3-d]pyrimidine-6-carboxylic acid